FC1=C(C#N)C=C(C=C1)COC(CO)CCCCCCCCCCCCC fluoro-5-(((1-hydroxypentadecan-2-yl)oxy)methyl)benzonitrile